N1N=NC=C1C=1C(=NC=CN1)N1CCC(CC1)C1=C(C=CC=C1)C(F)(F)F (1H-1,2,3-triazol-5-yl)(4-(2-(trifluoromethyl)phenyl)piperidin-1-yl)pyrazin